2-(1-benzhydryl-piperidin-4-yl)-N,N-dimethyl-1,2,3,4-tetrahydroisoquinolin-6-amine C(C1=CC=CC=C1)(C1=CC=CC=C1)N1CCC(CC1)N1CC2=CC=C(C=C2CC1)N(C)C